2-[(3-CHLORO-2-FORMYLPHENYL)(ETHYL)AMINO]-N-METHYLACETAMIDE ClC=1C(=C(C=CC1)N(CC(=O)NC)CC)C=O